C(C1=CC=CC=C1)N(C(O)=O)[C@H](C(=O)NN(C(COC1=CC=C(C=C1)F)=O)CCC(=O)N)CC(C)C.FC1=CC=C(C=C1)C(CC1=CC=NC=C1)=O 1-(4-fluorophenyl)-2-(4-pyridyl)ethanone benzyl-(S)-(1-(2-(3-amino-3-oxopropyl)-2-(2-(4-fluorophenoxy)acetyl)hydrazineyl)-4-methyl-1-oxopentan-2-yl)carbamate